CS(=O)(=O)OCCC1=CC(=C(C(=C1)F)C1C(NC(CC1)=O)=O)F 4-(2,6-dioxopiperidin-3-yl)-3,5-difluorophenylethyl methanesulfonate